FC(C)(F)C1=NC(=CC(=N1)N1CC2(C=3C=NC(=CC31)NC(C)=O)CC2)CNC N-(1'-(2-(1,1-difluoroethyl)-6-((methylamino)methyl)pyrimidin-4-yl)-1',2'-dihydrospiro[cyclopropane-1,3'-pyrrolo[3,2-c]pyridin]-6'-yl)acetamide